C(C)N(C1CCC(CC1)N1C(NC2=C1C=C(C(=C2)C=2C=C(C=1N(C2)N=CN1)OC)CC)=O)CC 1-((1s,4s)-4-(diethylamino)cyclohexyl)-6-ethyl-5-(8-methoxy-[1,2,4]triazolo[1,5-a]pyridin-6-yl)-1,3-dihydro-2H-benzo[d]imidazol-2-one